O[C@H]1[C@@H](C[C@@H]([C@H]1O)CO)N (1R,2S,3R,4R)-2,3-dihydroxy-4-(hydroxymethyl)-1-aminocyclopentane